NC1=C(C=C(C(=O)OC)C=C1)C1CC2(C1)CCOCC2 methyl 4-amino-3-[7-oxaspiro[3.5]nonan-2-yl]benzoate